C(C)OC(\C=C(\CCC1=C(C(=CC=C1)OC)O[Si](C)(C)C(C)(C)C)/NC(C)=O)=O (Z)-3-acetamido-5-(2-((tert-butyldimethylsilyl)oxy)-3-methoxyphenyl)-2-pentenoic acid ethyl ester